5-fluoro-2-(1-hydroxyethyl)-2,3-dihydrobenzofuran-7-carboxylic acid FC=1C=C(C2=C(CC(O2)C(C)O)C1)C(=O)O